The molecule is an acyl-CoA(4-) obtained by deprotonation of the phosphate and diphosphate groups of oscr#38-CoA; major species at pH 7.3. It is a conjugate base of an oscr#38-CoA. C[C@H]1[C@@H](C[C@H]([C@@H](O1)OCCCCCCCCCCCCCCCCCCCCC(=O)SCCNC(=O)CCNC(=O)[C@@H](C(C)(C)COP(=O)([O-])OP(=O)([O-])OC[C@@H]2[C@H]([C@H]([C@@H](O2)N3C=NC4=C(N=CN=C43)N)O)OP(=O)([O-])[O-])O)O)O